4,5-difluoro-1-tosyl-1H-indazole FC1=C2C=NN(C2=CC=C1F)S(=O)(=O)C1=CC=C(C)C=C1